CS(=O)(=O)N1[C@@H](CCC1)C(=O)O methylsulfonyl-prolinic acid